methyl (S)-1-((5-methyl-4-oxo-3-(2-oxo-2-(phenethylamino)acetamido)-2,3,4,5-tetrahydrobenzo[b][1,4]oxazepin-7-yl)ethynyl)cyclopropane-1-carboxylate CN1C2=C(OC[C@@H](C1=O)NC(C(NCCC1=CC=CC=C1)=O)=O)C=CC(=C2)C#CC2(CC2)C(=O)OC